(2S,4S)-1-((S)-2-amino-3,3-bis(4-fluorophenyl)propanoyl)-4-fluoropyrrolidine-2-carbonitrile N[C@H](C(=O)N1[C@@H](C[C@@H](C1)F)C#N)C(C1=CC=C(C=C1)F)C1=CC=C(C=C1)F